N1CC(C1)C12CC(C1)(C2)C=2OC(=NN2)CC(C)(C)C 2-[3-(Azetidin-3-yl)-1-bicyclo[1.1.1]pentanyl]-5-(2,2-dimethylpropyl)-1,3,4-oxadiazole